2-((1R,2R,3R,8S)-4-((S*)-6-(2-chloro-4-fluoro-phenyl)-5-(methoxycarbonyl)-2-(thiazol-2-yl)-3,6-dihydropyrimidin-4-yl)cuban-1-yl)oxazole-4-carboxylic acid ClC1=C(C=CC(=C1)F)[C@@H]1C(=C(NC(=N1)C=1SC=CN1)C12C3C4C5(C(C14)C2C53)C=5OC=C(N5)C(=O)O)C(=O)OC |o1:8|